β-(3,4-epoxycyclohexyl)ethyl-diethoxyethylsilane C1(CC2C(CC1)O2)CC[SiH2]CC(OCC)OCC